(6R)-2-(4-chloro-2-fluorophenyl)-6-methyl-3-(pyridin-4-yl)-4,5,6,7-tetrahydropyrazolo[1,5-a]pyrazine hydrogen chloride Cl.ClC1=CC(=C(C=C1)C1=NN2C(CN[C@@H](C2)C)=C1C1=CC=NC=C1)F